2-(6-methyl-4-(trifluoromethyl)pyridin-2-yl)octahydrocyclopenta[c]pyrrole-1-carbohydrazide CC1=CC(=CC(=N1)N1C(C2C(C1)CCC2)C(=O)NN)C(F)(F)F